ClCCC(=O)NC1=C(C=C(C=C1)OC)C 3-chloro-N-(4-methoxy-2-methyl-phenyl)propionamide